FC1(CC(C1)C(N1C[C@@H](N(C[C@H]1C)C=1C=2N=CN(C2N2C(N1)=NN=C2)CC2(CCCC2)O)C)C2=CC=C(C=C2)C(F)(F)F)F 1-((4-((2S,5R)-4-((3,3-difluorocyclobutyl)(4-(trifluoromethyl)phenyl)methyl)-2,5-dimethylpiperazin-1-yl)-1H-[1,2,4]triazolo[3,4-b]purin-1-yl)methyl)cyclopentan-1-ol